5-Ethynyl-2-(methylthio)pyrimidine C(#C)C=1C=NC(=NC1)SC